CN(CCO)C=1N=CC=NC1 5-(N-methyl-N-(2-hydroxyethyl)amino)pyrazine